2-(1-methyl-4-((4-(2-methyl-5,6,7,8-tetrahydroimidazo[1,2-a]pyridin-3-yl)piperidin-1-yl)sulfonyl)-1H-pyrazol-5-yl)acetonitrile CN1N=CC(=C1CC#N)S(=O)(=O)N1CCC(CC1)C1=C(N=C2N1CCCC2)C